(cyclopropylamino)-8-(4-(difluoromethoxy)phenyl)-6-(2-methyl-2H-indazol-5-yl)pteridin-7(8H)-one C1(CC1)NC1=NC=2N(C(C(=NC2C=N1)C1=CC2=CN(N=C2C=C1)C)=O)C1=CC=C(C=C1)OC(F)F